NC1=CC=C(NC2=NC(=NC(=N2)NC2=CC=C(C=C2)N)N)C=C1 2,4-bis(4-aminoanilino)-6-Amino-1,3,5-triazine